N1(CCCCC1)CCOC(CN(CCN)C)C 2-[2-(1-piperidinyl)ethoxy]propyl-N-methyl-N-(2-aminoethyl)-amine